(4-fluorophenyl)-1,8-naphthyridin-4(1H)-one FC1=CC=C(C=C1)N1C=CC(C2=CC=CN=C12)=O